2-[(1R)-2-[4-(1-{2,6-dimethyl-2H-pyrazolo[3,4-b]pyridin-5-yl}-5-methyl-4-(propan-2-yl)-1H-pyrazol-3-yl)-2H-indazol-2-yl]-1-phenylethoxy]-N-methylacetamide CN1N=C2N=C(C(=CC2=C1)N1N=C(C(=C1C)C(C)C)C=1C2=CN(N=C2C=CC1)C[C@H](OCC(=O)NC)C1=CC=CC=C1)C